C(C)C(C(=O)O)(C)C.CC(C(=O)OCC)C ethyl 2-methylpropionate (ethyl isobutyrate)